ClC1=CC=C2C(=C(N(C2=C1C=1C(=NN(C1C)C)C)CCN1CCC(CC1)C=O)C(=O)OC(C)(C)C)CCCOC1=CC=CC2=CC(=CC=C12)F tert-butyl 6-chloro-3-(3-((6-fluoronaphthalen-1-yl)oxy)propyl)-1-[2-(4-formylpiperidin-1-yl)ethyl]-7-(1,3,5-trimethyl-1H-pyrazol-4-Yl)-1H-indole-2-carboxylate